COC(=O)CNCCC[Si](OC)(OC)C N-(methoxycarbonyl)methyl-3-aminopropyl-methyl-dimethoxysilane